FC(C1=NC2=CC=CC=C2C(=N1)SCC(=O)C1=CC=C(S1)CCNC(=O)C1CC1)(F)F N-(2-(5-(2-((2-(trifluoromethyl)quinazolin-4-yl)thio)acetyl)thiophen-2-yl)ethyl)cyclopropanecarboxamide